ethyl(6,6-difluorospiro[3.3]heptan-2-yl)glycinate C(C)N(CC(=O)[O-])C1CC2(C1)CC(C2)(F)F